CN(C(C[C@]1(OB(OC(C1)=O)[C@H](CC(C)C)NC([C@H]([C@@H](C)O)NC(C1=NC(=CC=C1)C1=CC=CC=C1)=O)=O)C(=O)O)=O)C (R)-4-(2-(dimethylamino)-2-oxoethyl)-2-((R)-1-((2S,3R)-3-hydroxy-2-(6-phenylpicolinamido)butanamido)-3-methylbutyl)-6-oxo-1,3,2-dioxaborinane-4-carboxylic acid